1-(2-(4-(1-ethynyl-cyclopropyl)-1H-1,2,3-triazol-1-yl)-3,3-dimethylbutyryl)-4-hydroxy-N-(4-(4-methylthiazol-5-yl)benzyl)pyrrolidine-2-carboxamide C(#C)C1(CC1)C=1N=NN(C1)C(C(=O)N1C(CC(C1)O)C(=O)NCC1=CC=C(C=C1)C1=C(N=CS1)C)C(C)(C)C